8-(2-(1H-1,2,4-triazol-1-yl)ethoxy)-3-chloro-5-isopropylisoquinoline N1(N=CN=C1)CCOC=1C=CC(=C2C=C(N=CC12)Cl)C(C)C